spiro[2,4-dihydroquinoline-3,4'-piperidine] N1CCC2(CC1)CNC1=CC=CC=C1C2